C(C1=CC=CC=C1)OC1=C(C(=O)NC=2C=NC=CC2)C=CC=C1 2-benzyloxy-N-(pyridin-3-yl)benzamide